4-(4-((dimethylamino)methyl)-5-(tetrahydro-2H-pyran-4-yl)thiazol-2-yl)-7-(7-fluoroimidazo[1,2-a]pyridin-3-yl)-1-(bis(tert-butyloxycarbonyl)amino)isoquinoline CN(C)CC=1N=C(SC1C1CCOCC1)C1=CN=C(C2=CC(=CC=C12)C1=CN=C2N1C=CC(=C2)F)N(C(=O)OC(C)(C)C)C(=O)OC(C)(C)C